5-(2,3-Difluorophenyl)-N-(1,1-Dioxotetrahydrothiophen-3-yl)-1H-indazole-3-carboxamide FC1=C(C=CC=C1F)C=1C=C2C(=NNC2=CC1)C(=O)NC1CS(CC1)(=O)=O